CC1C(C(CCC1)(C)C)=O 2,6,6-trimethylcyclohexane-1-one